SC1(C(C2(C(C(C3=CC=CC=C23)(C)C)(C)C)C2=CC=CC=C12)(S)S)S tetra-mercaptotetramethyl-1,1'-spirobiindane